(5-phenoxy-1H-indol-3-yl)carbamic acid tert-butyl ester C(C)(C)(C)OC(NC1=CNC2=CC=C(C=C12)OC1=CC=CC=C1)=O